NCC(CCN[C@@H](CC[C@@H](O)CN)C(=O)O)O 4-amino-3-hydroxybutan-1-yl(hydroxylysine)